3-[2-(1,2-dimethyl-1,3-benzodiazol-5-yl)ethynyl]-1-[(3S,5R)-5-(methoxymethyl)-1-(prop-2-enoyl)pyrrolidin-3-yl]-5-(methylamino)pyrazole-4-carboxamide CN1C(=NC2=C1C=CC(=C2)C#CC2=NN(C(=C2C(=O)N)NC)[C@@H]2CN([C@H](C2)COC)C(C=C)=O)C